CN1C(C(=CC(=C1)[N+](=O)[O-])N)N N1-methyl-5-nitropyridine-2,3-diamine